(4-propylcyclohexyl) isobutyl fumarate C(\C=C\C(=O)OCC(C)C)(=O)OC1CCC(CC1)CCC